6-fluoro-4-hydroxyquinoline-3-sulfonyl chloride FC=1C=C2C(=C(C=NC2=CC1)S(=O)(=O)Cl)O